C(C)(C)(C)OC(=O)N1CCC2(C(C2C2=NC3=C(N2C[C@H]2OCC2)C=C(C=C3)C(=O)OC)(F)F)CC1 methyl 2-(6-(tert-butoxycarbonyl)-2,2-difluoro-6-azaspiro[2.5]oct-1-yl)-1-(((S)-oxetan-2-yl) methyl)-1H-benzo[d]imidazole-6-carboxylate